FC1=C(OC2=CC(=NC=C2)C(=O)N[C@@H]2C(N(C3=C(OC2)C=CC(=C3)C#CC3(COC3)O)C)=O)C=CC(=C1)F (S)-4-(2,4-difluorophenoxy)-N-(7-((3-hydroxyoxetan-3-yl)ethynyl)-5-methyl-4-oxo-2,3,4,5-tetrahydrobenzo[b][1,4]oxazepin-3-yl)picolinamide